C(C)OC(=O)C=1OC2=C(C1C)C=C(C=C2)S(NCCC2=CC(=CC=C2)C(C)(F)F)(=O)=O 5-(N-(3-(1,1-difluoroethyl)phenethyl)sulfamoyl)-3-methylbenzofuran-2-carboxylic acid ethyl ester